dicyclopentadiene diformate sodium [Na+].C(=O)[O-].C(=O)[O-].C1=CC=CC1.C1=CC=CC1.[Na+]